(s)-3-(2,2,2-trifluoroacetamido)pyrrolidine-1-carboxylate FC(C(=O)N[C@@H]1CN(CC1)C(=O)[O-])(F)F